FC=1C=C(C=C(C1)F)[C@H]1[C@@H](CN(C1)CCOC)NC(=O)NC=1C(=NN(C1C)C)C1=CC=CC=C1 1-((3S,4R)-4-(3,5-difluorophenyl)-1-(2-methoxyethyl)pyrrolidin-3-yl)-3-(1,5-dimethyl-3-phenyl-1H-pyrazol-4-yl)urea